3-(6-trifluoromethylpyridin-3-yl)alanine chlorine [Cl].FC(C1=CC=C(C=N1)C[C@H](N)C(=O)O)(F)F